3-(3-methyl-2-oxo-5-[2-[(1s,4s)-4-(hydroxymethyl)cyclohexyl]ethyl]-1,3-benzodiazol-1-yl)piperidine-2,6-dione CN1C(N(C2=C1C=C(C=C2)CCC2CCC(CC2)CO)C2C(NC(CC2)=O)=O)=O